C(C)(C)(C)OC(=O)N1C2CN(CC1CC2)C2=NC(=NC1=C(C(=C(C=C21)C(F)(F)F)Br)F)Cl 3-[7-bromo-2-chloro-8-fluoro-6-(trifluoromethyl)quinazolin-4-yl]-3,8-diazabicyclo[3.2.1]Octane-8-carboxylic acid tert-butyl ester